3-(2-methoxy-4-pyridinyl)propanoic acid COC1=NC=CC(=C1)CCC(=O)O